C(CCCCCCCCCCCCCCCCC)C(C1=CC(=C(C(=C1)C(C)(C)C)O)C)(P([O-])([O-])=O)CCCCCCCCCCCCCCCCCC dioctadecyl-5-tert-butyl-4-hydroxy-3-methylbenzylphosphonate